tricyclohexylphosphinoacetate C1(CCCCC1)P(C1CCCCC1)(C1CCCCC1)CC(=O)[O-]